6-chloro-9-((3aS,4R,6aR)-2,2-dimethyl-6-vinyl-3a,6a-dihydro-4H-cyclopenta[d][1,3]Dioxol-4-yl)-9H-purine ClC1=C2N=CN(C2=NC=N1)[C@@H]1C=C([C@H]2OC(O[C@H]21)(C)C)C=C